n-tetradecyl-N,N-dimethyl-3-ammonio-1-propanesulfonate C(CCCCCCCCCCCCC)OS(=O)(=O)CCC[NH+](C)C